BrC1(NC=C(C(=C1)C)Br)C1=CC=CC=C1 2,5-dibromo-4-methyl-2-phenylpyridine